OCCCCCCCCCCCN(C=1C=CC(N(C1)CC(=O)O)=O)C(=O)[C@@H]1CN(CCC1)C1=CN=CC2=CC=CC=C12 2-[5-[11-hydroxyundecyl-[(3S)-1-(4-isoquinolyl)piperidine-3-carbonyl]amino]-2-oxo-1-pyridyl]acetic acid